NC1=C(C(=CC=C1)F)C1=C2C(=NC(=C1C#N)N1CC3(CN(C3)C(=O)OC(C)(C)C)CC1)CC(OC2)(C)C tert-butyl 6-(4-(2-amino-6-fluorophenyl)-3-cyano-7,7-dimethyl-7,8-dihydro-5H-pyrano[4,3-b]pyridin-2-yl)-2,6-diazaspiro[3.4]octane-2-carboxylate